4'-ethyl-N-[2-oxo-2-(1,2,3,4-tetrahydronaphthalen-1-ylamino)ethyl]biphenyl-4-carboxamide C(C)C1=CC=C(C=C1)C1=CC=C(C=C1)C(=O)NCC(NC1CCCC2=CC=CC=C12)=O